C1(=CC=CC=C1)C=1C=C(C=CC1O)C(C)(C1=CC=CC=C1)C1=CC(=C(C=C1)O)C1=CC=CC=C1 1,1-bis(3'-phenyl-4'-hydroxyphenyl)-1-phenylethane